CC1=NOC(=C1C=1C=NN2C1C=C(C=C2)C=2OC(=C(N2)C(=O)OCC)C)C ethyl 2-[3-(3,5-dimethylisoxazol-4-yl)pyrazolo[1,5-a]pyridin-5-yl]-5-methyl-oxazole-4-carboxylate